ketoamine hydrochloride valerate C(CCCC)(=O)O.Cl.O=N